4-(benzyloxy)-N-ethylaniline C(C1=CC=CC=C1)OC1=CC=C(NCC)C=C1